CN(C1CC2=CC=C(C=C2CC1)B1OC(C(O1)(C)C)(C)C)C N,N-dimethyl-6-(4,4,5,5-tetramethyl-1,3,2-dioxaborolan-2-yl)tetralin-2-amine